C1(=CC=CC=C1)OC1=CC=CC=C1 O-phenyl-phenol